C(C)N([SiH3])CC N,N-diethylsilaneamine